tetra-aminotrimethyl-cyclohexyl-methane potassium (R)-((3-(tert-butoxycarbonyl)-2,2-dimethyloxazolidin-4-yl)methyl)trifluoroborate C(C)(C)(C)OC(=O)N1C(OC[C@H]1C[B-](F)(F)F)(C)C.[K+].NC1C(C(CCC1)(C(C)(C)C)N)(N)N